C(=O)(O)[C@H](O)[C@@H](O)C(=O)O.N[C@@H](C(=O)N[C@@H](C(=O)N)CC(C)C)CC1=CC=CC=C1 (2R)-2-[[(2R)-2-amino-3-phenyl-propionyl]amino]-4-methyl-pentanoamide L-tartrate